ClC1=CC=C(C(=N1)C1=CC=C(C=C1)C(C(=O)OC)(C)C)C(F)(F)F methyl 2-(4-(6-chloro-3-(trifluoromethyl) pyridin-2-yl) phenyl)-2-methylpropionate